C(C)(C)(C)OC(NCC1=CC(=C(C=C1)F)NS(=O)(=O)C)=O 4-fluoro-3-(methylsulfonamido)benzyl-carbamic acid tert-butyl ester